2-(5-(difluoromethyl)thiophen-2-yl)-4,4,5,5-tetramethyl-1,3,2-dioxaborolane FC(C1=CC=C(S1)B1OC(C(O1)(C)C)(C)C)F